C(C)(C)(C)OC(=O)N([C@H](C(=O)N[C@@H]1C(N2[C@@H](SCC1)CC([C@H]2C(=O)OC)(C)C)=O)CC)C Methyl (4S,7S,9aS)-4-[(2S)-2-{[(tert-butoxy)carbonyl](methyl)amino}butanamido]-8,8-dimethyl-5-oxo-octahydropyrrolo[2,1-b][1,3]thiazepine-7-carboxylate